2,N-dicyclohexyl-2-[2-(3-methyl-pyridin-2-yl)-benzimidazol-1-yl]-acetamide C1(CCCCC1)C(C(=O)NC1CCCCC1)N1C(=NC2=C1C=CC=C2)C2=NC=CC=C2C